2-(3-hydroxyphenyl)-6-carboxyl-benzimidazole Potassium D-tartrate C(=O)([O-])[C@@H](O)[C@H](O)C(=O)[O-].[K+].OC=1C=C(C=CC1)C=1NC2=C(N1)C=C(C=C2)C(=O)O.[K+]